ClC1=NC(=NC(=N1)C=1C2=CC=CC=C2C=2C=CC=CC2C1)C1=CC=CC=C1 2-chloro-4-(phenanthr-9-yl)-6-phenyl-1,3,5-triazine